8-(4-chloro-2-fluoro-phenyl)-2-methyl-3-(1-methylcyclopropyl)-6-[(2R)-2-(1-methylpyrazol-4-yl)morpholin-4-yl]pyrido[3,4-d]pyrimidin-4-one ClC1=CC(=C(C=C1)C1=NC(=CC2=C1N=C(N(C2=O)C2(CC2)C)C)N2C[C@H](OCC2)C=2C=NN(C2)C)F